C(C)(C)(C)P(C1=NC2=CC=CC=C2N=C1P(C)C(C)(C)C)C 2,3-bis(t-butylmethylphosphino)quinoxaline